[Al].[Zn].[Mg] magnesium-zinc aluminum